O[C@]1(C2=NN=C(C=3C(=CC(=C(O[C@@H](CCCCC1)C)N3)C(F)(F)F)C(=O)O)O2)C(F)(F)F (6R,12R)-6-hydroxy-12-methyl-6,15-bis(trifluoromethyl)-13,19-dioxa-3,4,18-triazatricyclo[12.3.1.12,5]nonadeca-1(18),2,4,14,16-pentaene-17-carboxylic acid